C(C)(C)NCC(COC1=CC=CC2=CC=CC=C12)(O)NC(C)C 1,2-di-isopropylamino-3-(1-naphthoxy)-2-propanol